(R)-3,4-Bis(3-Fluorophenyl)-1-isopropylyl-6-methyl-5,6-dihydropyridin-2(1H)-one FC=1C=C(C=CC1)C=1C(N[C@@H](C(C1C1=CC(=CC=C1)F)=C(C)C)C)=O